glycidyl-5-norbornene C(C1CO1)C12CCC(C=C1)C2